ClCCC[SiH2]OC 3-Chloropropylmethoxysilane